NC1=C(C(=NN1C1CCOCC1)C1=C(C(=C(C=C1)CNC(C1=C(C=CC(=C1)F)OC)=O)F)F)C(=O)N 5-amino-3-[2,3-difluoro-4-[[(5-fluoro-2-methoxy-benzoyl)amino]methyl]phenyl]-1-tetrahydropyran-4-yl-pyrazole-4-carboxamide